C(CCCCCCC\C=C/CCCCCCCC)(=O)OCCCCCCCCCCCCCCCCCCCCCCCCCCCCCCCCCC tetratriacontyl oleate